ClC1=C(C=CC(=N1)C#N)C=1C=NN(C1)CC(=C)C 6-chloro-5-(1-(2-methylallyl)-1H-pyrazol-4-yl)picolinonitrile